FC=1C=C(C=CC1F)N1N=C(C(=C1)[C@H]1O[C@H](C(N1CCC1=CC2=CC(N=C2C=C1)=O)=O)C)C1=CSC=C1 (2r,5s)-2-(1-(3,4-difluorophenyl)-3-(thiophen-3-yl)-1H-pyrazol-4-yl)-5-methyl-3-(2-(2-oxoindol-5-yl)ethyl)oxazolidin-4-one